(4S)-7,8-dichloro-6-(3-fluoro-2-pyridinyl)-4-methyl-1-pyrimidin-4-yl-4H-[1,2,4]Triazolo[4,3-a][1,4]Benzodiazepine ClC1=C(C=CC2=C1C(=N[C@H](C=1N2C(=NN1)C1=NC=NC=C1)C)C1=NC=CC=C1F)Cl